COC=1C=C(C=C(C1OC)OC)C=1C(OC2=CC(=CC=C2C1)O)=O 3-(3,4,5-trimethoxyphenyl)-7-hydroxycoumarin